CC(C)(CC)C1=CC=C(C=C1)CO [4-(2-methylbutan-2-yl)phenyl]methanol